(4S)-2-(1-acetyl-1,2,3,6-tetrahydropyridin-4-yl)-7-(3,5-dimethylisoxazol-4-yl)-4-pyridin-2-yl-4,5-dihydroimidazo[1,5,4-de][1,4]benzoxazine C(C)(=O)N1CCC(=CC1)C1=NC2=CC=C(C3=C2N1[C@H](CO3)C3=NC=CC=C3)C=3C(=NOC3C)C